(2R)-N-(3-{6-azaspiro[2.5]octan-6-yl}-4-{4-[2-(4,4-difluoropiperidin-1-yl)-6-methylpyrimidin-4-yl]-1H-1,2,3-triazol-1-yl}phenyl)-1-hydroxypropane-2-sulfonamide C1CC12CCN(CC2)C=2C=C(C=CC2N2N=NC(=C2)C2=NC(=NC(=C2)C)N2CCC(CC2)(F)F)NS(=O)(=O)[C@@H](CO)C